CC1=NOC(=C1C=1C(=CC=2C3=C(C=NC2C1)N=C(N3[C@@H](COC)C)C3CCNCC3)OC)C 4-[7-(3,5-dimethyl-1,2-oxazol-4-yl)-8-methoxy-1-[(2R)-1-methoxypropan-2-yl]imidazo[4,5-c]quinolin-2-yl]piperidine